N1(CCCC1)CC=1C=C(CC2=NC3=NC=CC=C3C(=C2N)N)C=CC1 (3-(pyrrolidin-1-ylmethyl)benzyl)-1,8-naphthyridine-3,4-diamine